COC1=CC=C(CN(S(=O)(=O)C2=C3CNN(C3=CC(=C2)NC(CC2=C(C=CC=C2)Cl)=O)CCC(C)C)CC2=CC=C(C=C2)OC)C=C1 N-(4-(N,N-bis(4-methoxybenzyl)sulfamoyl)-1-isopentyl-2H-indazol-6-yl)-2-(2-chlorophenyl)acetamide